N-(1-(2-oxo-2,3-dihydro-1H-benzo[d]imidazol-5-yl)indolin-5-yl)acetamide benzyl-3-((tert-butoxycarbonyl)(4-(trifluoromethyl)phenyl)amino)pyrrolidine-1-carboxylate C(C1=CC=CC=C1)OC(=O)N1CC(CC1)N(C1=CC=C(C=C1)C(F)(F)F)C(=O)OC(C)(C)C.O=C1NC2=C(N1)C=CC(=C2)N2CCC1=CC(=CC=C21)NC(C)=O